C1(=CC=CC2=CC=CC=C12)C(=O)[O-] Naphthalenate